tert-pentylphosphine bromide [Br-].C(C)(C)(CC)P